2-(3-(6-(3-methoxypropoxy)pyridazin-3-yl)phenyl)-2-methylpropanoic acid COCCCOC1=CC=C(N=N1)C=1C=C(C=CC1)C(C(=O)O)(C)C